ClC1=CC=2C3=C(C(N(C2N=C1C1=C(C=CC=C1OC)F)C=1C(=NC=CC1C)C(C)C)=O)NC([C@@H]1N3CCNC1)=O (4aR)-11-chloro-10-(2-fluoro-6-methoxyphenyl)-8-(2-isopropyl-4-methylpyridin-3-yl)-2,3,4,4a,6,8-hexahydro-1H-pyrazino[1',2':4,5]pyrazino[2,3-c][1,8]naphthyridin-5,7-dione